(3-methoxy-1-bicyclo[1.1.1]pentanyl)methanamine COC12CC(C1)(C2)CN